3-bromo-2-hydroxy-benzaldehyde BrC=1C(=C(C=O)C=CC1)O